(R)-2-(6-bromo-4-((1-methylpiperidin-3-yl)amino)phthalazin-1-yl)-5-methylphenol BrC=1C=C2C(=NN=C(C2=CC1)C1=C(C=C(C=C1)C)O)N[C@H]1CN(CCC1)C